C(C)(C)(C)OC(N[C@H]1C2N(CC1CC2)C(=O)C=2C=CC=1N(C2)N=C(C1C)C=1N(C2=CC(=CC=C2C1)C=1C=C2C(NCC2=CC1)=O)CC1CC1)=O tert-Butyl-((7R)-2-(2-(1-(cyclopropylmethyl)-6-(3-oxoisoindolin-5-yl)-1H-indol-2-yl)-3-methylpyrazolo[1,5-a]pyridine-6-carbonyl)-2-azabicyclo[2.2.1]heptan-7-yl)carbamate